3-(2-bromoisobutyramido)propyl-(trimethoxy)silane BrC(C(=O)NCCC[Si](OC)(OC)OC)(C)C